2-ethyl-N-methyl-5-(piperazin-1-yl)pyrazolo[1,5-a]pyridin-7-d-3-amine C(C)C1=NN2C(C=C(C=C2[2H])N2CCNCC2)=C1NC